2,4-bis{(octylthio)methyl}o-cresol C(CCCCCCC)SCC1(CC(=CC=C1O)CSCCCCCCCC)C